2'-deoxyiodocytidine I[C@@]1(C[C@H](O)[C@@H](CO)O1)N1C(=O)N=C(N)C=C1